7-methylthio-3-nitro[1,2,4]triazolo[5,1-c][1,2,4]triazin-4(1H)-One Sodium Salt [Na].CSC1=NN2C(NN=C(C2=O)[N+](=O)[O-])=N1